2-Chloro-7-methyl-8-(4-(1-methyl-4-(trifluoromethyl)-1H-imidazol-2-yl)benzyl)-7,8-diHydropteridine-6(5H)-one ClC1=NC=2N(C(C(NC2C=N1)=O)C)CC1=CC=C(C=C1)C=1N(C=C(N1)C(F)(F)F)C